OC1=C2C(C=C(C(C2=CC=C1)=O)C1=CC=C(C=C1)OC)=O 5-hydroxy-2-(4-methoxyphenyl)naphthalene-1,4-dione